C(C)(C)(C)OC(=O)N1[C@@H]2CN([C@H](C1)C2)C2=NC(=NC1=C(C(=C(C=C21)I)Br)F)SCC (1S,4S)-5-[7-bromo-2-(ethylsulfanyl)-8-fluoro-6-iodoquinazolin-4-yl]-2,5-diazabicyclo[2.2.1]heptane-2-carboxylic acid tert-butyl ester